Fmoc-L-Glutamine tert-butyl-(E)-4-(6-(hydroxymethylene)-7-oxo-4,5,6,7-tetrahydrobenzo[d]thiazol-2-yl)piperidine-1-carboxylate C(C)(C)(C)C1N(CCC(C1)C=1SC2=C(N1)CC\C(\C2=O)=C/O)C(=O)O.C(=O)(OCC2C1=CC=CC=C1C1=CC=CC=C21)N[C@@H](CCC(N)=O)C(=O)O